C(CCC)N.[Na] sodium butylamine